phenyl-ethyl-malonic acid dicyclohexyl ester C1(CCCCC1)OC(C(C(=O)OC1CCCCC1)(CC)C1=CC=CC=C1)=O